N-(6-((5-bromo-2-((2-methoxy-4-(4-(4-methylpiperazin-1-yl)piperidin-1-yl)phenyl)amino)pyrimidin-4-yl)amino)quinoxalin-5-yl)methanesulfonamide BrC=1C(=NC(=NC1)NC1=C(C=C(C=C1)N1CCC(CC1)N1CCN(CC1)C)OC)NC=1C(=C2N=CC=NC2=CC1)NS(=O)(=O)C